[Cu].N1=C(C(=CC=C1)C(=O)O)C1=NC=CC=C1 bipyridinecarboxylic acid copper